thiophenylformic acid S1C(=CC=C1)C(=O)O